S(ON1[C@@H]2CC[C@H](N(C1=O)C2)COC(F)(F)F)(O)(=O)=O (2s,5r)-7-oxo-2-[(trifluoromethoxy) methyl]-1,6-diazabicyclo[3.2.1]oct-6-yl bisulfate